CC(COCC\C=C/CC)=C (3Z)-1-[(2-methyl-2-propenyl)oxy]-3-hexene